γ-Acryloylpropylmethyldimethoxysilane C(C=C)(=O)CCC[Si](OC)(OC)C